ClC=1C=C(COC(=O)N[C@H](C(=O)N[C@H](C(=O)OC)CC(C(=O)N(CCC2=CC=CC=C2)C)C)CC2CCCCC2)C=CC1 methyl (2S)-2-((S)-2-((((3-chlorobenzyl) oxy) carbonyl) amino)-3-cyclohexylpropanamido)-4-methyl-5-(methyl (phenethyl) amino)-5-oxopentanoate